4-fluoro-1lambda6-thiacyclohexane-1,1-dione FC1CCS(CC1)(=O)=O